C(#N)[C@H](C[C@H]1C(NCCC1)=O)NC([C@H](CC1CC1)NC(=O)C=1NC2=CC=CC(=C2C1)OC)=O N-((S)-1-(((S)-1-cyano-2-((S)-2-oxopiperidin-3-yl)ethyl)amino)-3-cyclopropyl-1-oxopropan-2-yl)-4-methoxy-1H-indole-2-carboxamide